(E)-4-(N-benzyl-4-cyclohexylamino-2-morpholinylpyrimidine-5-carboxamido)-2-butenecarboxylic acid methyl ester COC(=O)C\C=C\CN(C(=O)C=1C(=NC(=NC1)N1CCOCC1)NC1CCCCC1)CC1=CC=CC=C1